tert-butyl (S)-(1-(4-chloro-3-cyanophenyl)-2-hydroxyethyl)carbamate ClC1=C(C=C(C=C1)[C@@H](CO)NC(OC(C)(C)C)=O)C#N